N2-[7-bromo-2-(1-methyl-1H-pyrazol-4-yl)[1,2,4]triazolo[1,5-c]quinazolin-5-yl]-N-[2-(4-methylpiperazin-1-yl)ethyl]-D-valinamide BrC1=CC=CC=2C=3N(C(=NC12)N[C@H](C(C)C)C(=O)NCCN1CCN(CC1)C)N=C(N3)C=3C=NN(C3)C